COC1=CC(=C(C=C1OC)NC(=O)C=1OC2=CC=CC=C2C(C1)=O)C(NC1=CC=C(C=C1)CCNCC1=CC=C2C=CN(C2=C1)C)=O N-(4,5-Dimethoxy-2-((4-(2-(N-((1-methyl-indol-6-yl)methyl)amino)ethyl)phenyl)carbamoyl)phenyl)-4-oxo-4H-chromene-2-carboxamide